5-methoxy-2-(piperidin-1-yl)aniline dihydrochloride Cl.Cl.COC=1C=CC(=C(N)C1)N1CCCCC1